OC1=CC=2CC[C@H]3[C@@H]4CCC([C@@]4(C)CC[C@@H]3C2C=C1N1CCN(CC1)C(=O)OC(C)(C)C)=O tert-Butyl 4-[3-hydroxy-17-oxoestra-1,3,5(10)-trien-2-yl]piperazinecarboxylate